C(C1=CC=CC=C1)OCC1=NN(C(N1CC)=O)C=1C=C2C(CN(C(C2=CC1F)=O)C1=C(C=CC=C1)Cl)C(C)C 6-(3-((benzyloxy)methyl)-4-ethyl-5-oxo-4,5-dihydro-1H-1,2,4-triazol-1-yl)-2-(2-chlorophenyl)-7-fluoro-4-isopropyl-3,4-dihydroisoquinolin-1(2H)-one